C(#N)C1=C(C=CC(=C1)C(F)(F)F)N1CCC(CC1)(C(=O)N[C@H]1CN(CC1)C)C=1C=NC(=CC1)C1=CC(=CC=C1)F 1-[2-cyano-4-(trifluoromethyl)phenyl]-4-[6-(3-fluorophenyl)pyridin-3-yl]-N-[(3R)-1-methylpyrrolidin-3-yl]piperidine-4-carboxamide